CN(S(=O)(=O)N(C)COC(=O)N1CC=2N(CCC1)N=CC2)C [[dimethylsulfamoyl(methyl)amino]methyl]-4,6,7,8-tetrahydropyrazolo[1,5-a][1,4]diazepine-5-carboxylate